2-(1-((trans)-1-cyclobutyl-3-fluoropiperidin-4-yl)-1H-pyrazol-4-yl)-5-fluoro-N4-methylpyrimidine-2,4-diamine C1(CCC1)N1C[C@H]([C@@H](CC1)N1N=CC(=C1)C1(NC=C(C(=N1)NC)F)N)F